Cl.OC1=CC=CN2C1=NC(=CC2=O)CNCC(C)C 9-hydroxy-2-((isobutylamino)methyl)-4H-pyrido[1,2-a]pyrimidin-4-one hydrogen chloride